N[C@@H](CCC(=O)O)C(=O)O.C(=O)(O)C(O)C(O)C(=O)O.C(CCC(=O)O)(=O)O.C(CC(O)(C(=O)O)CC(=O)O)(=O)O.C(C)(=O)O.N[C@@H](CC1=CNC=N1)C(=O)O histidine acetate citrate succinate tartrate glutamate